(S)-N-(3-amino-1-(hydroxyamino)-3-methyl-1-oxobutan-2-yl)-4-((4-(((2-methoxyethyl)amino)methyl)phenyl)ethynyl)benzamide dihydrochloride salt Cl.Cl.NC([C@@H](C(=O)NO)NC(C1=CC=C(C=C1)C#CC1=CC=C(C=C1)CNCCOC)=O)(C)C